NC1=C2C(=NC=N1)N(N=C2C(=O)O)C(CC)CC 4-amino-1-(pent-3-yl)-1H-pyrazolo[3,4-d]pyrimidine-3-carboxylic acid